piperidine malonate C(CC(=O)O)(=O)O.N1CCCCC1